tert-butyl 5-[7-bromo-5-[4-(5-fluoro-3-methoxy-6-methyl-2-pyridyl)piperazine-1-carbonyl]-1H-indol-2-yl]-3,6-dihydro-2H-pyridine-1-carboxylate BrC=1C=C(C=C2C=C(NC12)C1=CCCN(C1)C(=O)OC(C)(C)C)C(=O)N1CCN(CC1)C1=NC(=C(C=C1OC)F)C